(R)-3-(3,3-difluorobutyl)-8-methoxy-7-(trifluoromethyl)-2,3,4,5-tetrahydrobenzo[b][1,4]thiazepine 1,1-dioxide FC(CC[C@@H]1CNC2=C(S(C1)(=O)=O)C=C(C(=C2)C(F)(F)F)OC)(C)F